tert-butyl (1R,5S,6r)-6-(5-formyl-4-methyl-1,2-oxazol-3-yl)-3-azabicyclo[3.1.0]hexane-3-carboxylate C(=O)C1=C(C(=NO1)C1[C@H]2CN(C[C@@H]12)C(=O)OC(C)(C)C)C